CC1=CC=C(C=C1)S(=O)(=O)OCC(CC(=C)C)NC(=O)OC(C)(C)C [2-(tert-butoxycarbonylamino)-4-methyl-pent-4-enyl] 4-methylbenzene-sulfonate